N-(5-fluoropyridin-2-yl)-2-{6-[(2S)-1-methoxyprop-2-yl]-2-(morpholin-4-ylcarbonyl)-5,8-dioxo-5,6,7,8-tetrahydro-4H-pyrazolo[1,5-a]pyrrolo[3,4-d]pyrimidin-4-yl}acetamide FC=1C=CC(=NC1)NC(CN1C=2N(C(C3=C1C(N(C3)[C@H](COC)C)=O)=O)N=C(C2)C(=O)N2CCOCC2)=O